C(OCCSSCCCP(N(C(C)C)C(C)C)CCC#N)(OC)=O 2-((3-((2-cyanoethyl)(diisopropylamino)phosphaneyl)propyl)disulfaneyl)ethyl methyl carbonate